FC=1C=C(C=CC1F)NC=1OC2=C(N1)C=C(C=C2)C N-(3,4-difluorophenyl)-5-methylbenzo[d]oxazol-2-amine